(1-methyl-4-hydroxy-7-phenoxyisoquinoline-3-carbonyl)glycine methyl ester COC(CNC(=O)C=1N=C(C2=CC(=CC=C2C1O)OC1=CC=CC=C1)C)=O